CN1C=C(C=C(C1=O)C)C=1C=C2C(=NC(N(C2=CC1)CC)=O)C(CO)(C1=CC=CC=C1)OC 6-(1,5-dimethyl-6-oxo-1,6-dihydropyridin-3-yl)-1-ethyl-4-(2-hydroxy-1-methoxy-1-phenylethyl)quinazoline-2(1H)-on